C(C)OC(=O)C=1N=C2N(N1)[C@@H](C[C@H]2F)C(CC)(F)F trans-5-(1,1-difluoropropyl)-7-fluoro-6,7-dihydro-5H-pyrrolo[1,2-b][1,2,4]triazole-2-carboxylic acid ethyl ester